C(C)OC(=O)N1CCCCC1.NC1=NC=CC2=C1C(=NN2C(C)C)C2=NOC(=C2C(C)=O)C2CC2 1-(3-(4-amino-1-isopropyl-1H-pyrazolo[4,3-c]pyridin-3-yl)-5-cyclopropylisoxazol-4-yl)ethan-1-one Ethyl-(3R)-piperidinecarboxylate